(R)-2-(((tert-butyldimethylsilyl)oxy)methyl)pyrrolidine [Si](C)(C)(C(C)(C)C)OC[C@@H]1NCCC1